C(#N)C1=CC(=C(COC2=CC=CC(=N2)C2=C(C(=C(CC3=NC4=C(N3[C@@H]3COCC3(C)C)C=C(C=C4)C(=O)OC)C(=C2)F)F)F)C=C1)F methyl (S)-2-(4-(6-((4-cyano-2-fluorobenzyl)oxy)pyridin-2-yl)-2,3,6-trifluorobenzyl)-1-(4,4-dimethyltetrahydrofuran-3-yl)-1H-benzo[d]imidazole-6-carboxylate